6-methyl-N-(3-phenylpropyl)-2-(phenylthio)thieno[2,3-d]pyrimidin-4-amine CC1=CC2=C(N=C(N=C2NCCCC2=CC=CC=C2)SC2=CC=CC=C2)S1